ClC1=C(C=2N=C(N=C(C2C=N1)N1C[C@@](CCC1)(O)C)OC[C@]12[C@H](N(CCC1)C)CCC2)F (R)-1-(7-chloro-8-fluoro-2-(((4aS,7aR)-1-methyloctahydro-4aH-cyclopenta[b]pyridin-4a-yl)methoxy)pyrido[4,3-d]pyrimidin-4-yl)-3-methylpiperidin-3-ol